N2-(5-(trimethylsilyl)pyridin-2-yl)pyridine-2,3-diamine diacetate C(C)(=O)O.C(C)(=O)O.C[Si](C=1C=CC(=NC1)NC1=NC=CC=C1N)(C)C